6,7-dichloro-2-(5-methoxypyrimidine-2-sulfonimidoyl)-1-methyl-2,3,4,5-tetrahydro-1H-pyrido[4,3-b]indole ClC1=C(C=CC=2C3=C(NC12)CCN(C3C)S(=O)(=N)C3=NC=C(C=N3)OC)Cl